(R)-5-amino-N-((5-cyclopropyl-3-fluoropyridin-2-yl)methyl)-N-(3-methylbutan-2-yl)-6,8-dihydro-1H-furo[3,4-d]pyrrolo[3,2-b]pyridine-2-carboxamide NC1=C2C(=C3C(=N1)C=C(N3)C(=O)N([C@H](C)C(C)C)CC3=NC=C(C=C3F)C3CC3)COC2